ClC=1N=C(C2=C(N1)NC=C2)N/N=C/C2=CC(=CC=C2)C (E)-2-Chloro-4-(2-(3-methylbenzylidene)hydrazinyl)-7H-pyrrolo[2,3-d]pyrimidine